ClCCCN1N=CC=C(C1=O)C1=CC=CC=C1 2-(3-chloropropyl)-4-phenylpyridazin-3(2H)-one